BrC=1C(=C(OC[C@@H](CC2CCN(CC2)CC(=O)OCC)C)C=CC1)C ethyl 2-[4-[(2R)-3-(3-bromo-2-methyl-phenoxy)-2-methyl-propyl]-1-piperidyl]acetate